C(CC)NCCC N-propyl-N-propyl-amine